2-(Dimethylamino)-4-methylpyrimidine-5-carboxylic acid CN(C1=NC=C(C(=N1)C)C(=O)O)C